(Z)-4-(6beta-hydroxy-17-oxoandrostane-3-yliden)butyric acid O[C@@H]1C[C@H]2[C@@H]3CCC([C@@]3(C)CC[C@@H]2[C@]2(CC/C(/CC12)=C/CCC(=O)O)C)=O